N-(1-(5-Benzylpyrimidin-2-yl)azetidin-3-yl)-6-(1-methyl-1H-pyrazol-4-yl)pyrazolo[1,5-a]pyridin-3-amine C(C1=CC=CC=C1)C=1C=NC(=NC1)N1CC(C1)NC=1C=NN2C1C=CC(=C2)C=2C=NN(C2)C